indanyl-fluorine C1(CCC2=CC=CC=C12)F